tertiary butyl alcohol potassium [K].C(C)(C)(C)O